(R)-methyl 2-amino-3-hydroxypropionate N[C@@H](C(=O)OC)CO